(4-(1-(3-fluorobenzyl)-1H-benzo[d]imidazol-2-yl)piperidin-1-yl)(1-(3-fluorophenyl)-1H-pyrrolo[2,3-b]pyridin-5-yl)methanone FC=1C=C(CN2C(=NC3=C2C=CC=C3)C3CCN(CC3)C(=O)C=3C=C2C(=NC3)N(C=C2)C2=CC(=CC=C2)F)C=CC1